6-chloro-1-(2,6-diethylphenyl)-7-(3-hydroxy-1-piperazinyl)-4-((2S)-2-methyl-4-(2-propenoyl)-1-piperazinyl)pyrido[2,3-d]pyrimidin-2(1H)-one ClC1=CC2=C(N(C(N=C2N2[C@H](CN(CC2)C(C=C)=O)C)=O)C2=C(C=CC=C2CC)CC)N=C1N1CC(NCC1)O